10-(1-(2,6-dioxopiperidin-3-yl)-3-methyl-2-oxo-2,3-dihydro-1H-benzo[d]imidazol-4-yl)dec-9-ynal Ethyl-(2R)-3-ethoxy-2-{[(1,2,3,5,6,7-hexahydro-s-indacen-4-yl)carbamoyl]oxy}-propanoate C(C)OC([C@@H](COCC)OC(NC1=C2CCCC2=CC=2CCCC12)=O)=O.O=C1NC(CCC1N1C(N(C2=C1C=CC=C2C#CCCCCCCCC=O)C)=O)=O